(1-METHYL-1H-IMIDAZOL-4-YL)-ACETALDEHYDE CN1C=NC(=C1)CC=O